Menthol-d4 [2H]C1(C(CCC(C1([2H])O)([2H])C(C)C)C)[2H]